CS(=O)(=O)OC1C(N(CC2(CC2)C1)CC1=CC=C(C=C1)OCC(C)C)=O (5-[[4-(2-methylpropyloxy) phenyl] methyl]-6-oxo-5-azaspiro[2.5]oct-7-yl) methylsulfonate